COC1=CC=C(C=C1)CN(S(=O)(=O)CC1=CC=CC=C1)C1=CC=C(C=C1)OC(F)(F)F N-[(4-methoxyphenyl)methyl]-1-phenyl-N-[4-(trifluoromethoxy)phenyl]methanesulfonamide